8-(thiazolo[4,5-b]pyridin-2-yl)-2,8-diazaspiro[4.5]decane-1,3-dione S1C(=NC2=NC=CC=C21)N2CCC1(CC(NC1=O)=O)CC2